ClC=1C(=NC=CC1)C1(CC(C1)=C)CN (1-(3-chloropyridin-2-yl)-3-methylenecyclobutyl)methylamine